FC=1N=NC(=C2C1N=CC=C2)N 8-fluoropyrido[2,3-d]pyridazin-5-amine